O1C=COC=C1 oxoxin